2-(4-n-propylcyclohexyl)propane-1,3-diol C(CC)C1CCC(CC1)C(CO)CO